N1(CCC1)C[C@H]([C@H](O)C1=CC(=CC=C1)Cl)NC(CC1CC2=CC=CC=C2C1)=O N-((1R,2R)-3-(azetidin-1-yl)-1-(3-chlorophenyl)-1-hydroxypropan-2-yl)-2-(2,3-dihydro-1H-inden-2-yl)acetamide